(13R)-13-methyl-8,14-dioxa-10,17,19,20-tetraazatetracyclo[13.5.2.12,6.018,21]tricosa-1(20),2(23),3,5,15(22),16,18(21)-heptaen-9-one C[C@@H]1CCNC(OCC2=CC=CC(C3=NNC=4N=CC(O1)=CC34)=C2)=O